(2S)-2-amino-3-(2,5-difluorophenyl)propionic acid N[C@H](C(=O)O)CC1=C(C=CC(=C1)F)F